(E)-3-([1,1'-biphenyl]-4-yl)-1-(N-methyl-pyrrol-2-yl)prop-2-en-1-one C1(=CC=C(C=C1)/C=C/C(=O)C=1N(C=CC1)C)C1=CC=CC=C1